(R)-BENZYL 1-OXOPROPAN-2-YLCARBAMATE O=C[C@@H](C)NC(OCC1=CC=CC=C1)=O